S1N=NC2=C1C(=CC=C2)N2N=CC(=C2C(F)(F)F)C(=O)C2=CNC1=NC(=C(C=C12)Cl)N1N=CC=N1 [1-(1,2,3-benzothiadiazol-7-yl)-5-(trifluoromethyl)-1H-pyrazol-4-yl][5-chloro-6-(2H-1,2,3-triazol-2-yl)-1H-pyrrolo[2,3-b]pyridin-3-yl]methanone